(2-Chloro-3-methoxy-phenyl)-[(7S)-2,7-dimethyl-3-[5-(trifluoromethyl)-1,3,4-oxadiazol-2-yl]-5,7-dihydro-4H-pyrazolo[3,4-c]pyridin-6-yl]methanone ClC1=C(C=CC=C1OC)C(=O)N1[C@H](C=2C(CC1)=C(N(N2)C)C=2OC(=NN2)C(F)(F)F)C